1-(1-(naphthalen-1-yl)ethyl)piperidin C1(=CC=CC2=CC=CC=C12)C(C)N1CCCCC1